2-(2-(2-hexyloxyethoxy)ethoxy)ethyl benzoate C(C1=CC=CC=C1)(=O)OCCOCCOCCOCCCCCC